CN1C2=NC(=NC=C2N=C1C1CNCC1)N1N=C(C=C1)C1=CC=CC=C1 9-methyl-2-(3-phenyl-1H-pyrazol-1-yl)-8-(pyrrolidin-3-yl)-9H-purin